The molecule is an 11,12-EET in which the epoxy moiety has 11R,12S-configuration. It has a role as a rat metabolite. It is a conjugate acid of an (11R,12S)-EET(1-). It is an enantiomer of an (11S,12R)-EET. CCCCC/C=C\\C[C@H]1[C@H](O1)C/C=C\\C/C=C\\CCCC(=O)O